2-((4-chloro-5-(((3S,4R)-3,4-difluoropyrrolidin-1-yl)methyl)pyrimidin-2-yl)oxy)-1-fluoro-5,6,8,9,10,11-hexahydro-7H-pyrido[3',4':4,5]pyrrolo[2,3-f]isoquinolin-7-one ClC1=NC(=NC=C1CN1C[C@@H]([C@@H](C1)F)F)OC=1N=CC=2CCC3=C(C2C1F)NC1=C3C(NCC1)=O